piperidine Potassium carbonate C([O-])([O-])=O.[K+].N1CCCCC1.[K+]